benzyl (1R,3R,5R)-2-(2-(tert-butyl)isonicotinoyl)-2-azabicyclo[3.1.0]hexane-3-carboxylate C(C)(C)(C)C=1C=C(C(=O)N2[C@@H]3C[C@@H]3C[C@@H]2C(=O)OCC2=CC=CC=C2)C=CN1